(S)-(4,5-dihydro-7H-thieno[2,3-c]pyran-7-yl)-N-methylmethylamine D-tartrate C(=O)(O)[C@@H](O)[C@H](O)C(=O)O.S1C=CC2=C1[C@H](OCC2)N(C)C